C(C1=CC=CC=C1)OC1=C2C(=CNC2=CC=C1)C1CN(CCC1)CC1=CC=CC=C1 4-(benzyloxy)-3-(1-phenylmethylpiperidin-3-yl)-1H-indole